6-fluoro-5-(4,4,5,5-tetramethyl-1,3,2-dioxaborolan-2-yl)-2,3-dihydro-1H-inden-1-one FC1=C(C=C2CCC(C2=C1)=O)B1OC(C(O1)(C)C)(C)C